The molecule is a primary alcohol and a cyclohexenylalkanol. It has a role as a fragrance. It contains a campholenic cyclohexenyl group. It derives from a hydride of a cyclopentene. CC1=CCC(C1(C)C)C2=CCC(CC2)CO